CC1=C(C=CC=C1COC1=CC(=C(C=C1Cl)CNCC=1C=NC=NC1)OC)C1=C(C(=CC=C1)COC1=CC(=C(C=C1Cl)CNCC=1C=NC=NC1)OC)C 1,1'-((((2,2'-dimethyl-[1,1'-biphenyl]-3,3'-diyl)bis(methylene))bis(oxy))bis(5-chloro-2-methoxy-4,1-phenylene))bis(N-(pyrimidin-5-ylmethyl)methanamine)